O=C1NC[C@H]2CC[C@@H]1N2 (1R,2R,5S)-4-oxo-3,8-diazabicyclo[3.2.1]octane